hydroxyethylhexanediamine OCCC(CCCCC)(N)N